1-{2-[3-fluoro-4-(4-methyl-piperazin-1-yl)-anilino]-pyrimidin-4-yl}-1H-indole-3-carboxamide FC=1C=C(NC2=NC=CC(=N2)N2C=C(C3=CC=CC=C23)C(=O)N)C=CC1N1CCN(CC1)C